Cl.ClC=1C(=C2CC(CC2=CC1)N)F 5-chloro-4-fluoro-indan-2-amine hydrochloride